2-[(4-{6-[(2,4-difluorobenzyl)oxy]pyridin-2-yl}piperidin-1-yl)methyl]-1-(1,3-oxazol-2-ylmethyl)-1H-benzimidazole-6-carboxylic acid FC1=C(COC2=CC=CC(=N2)C2CCN(CC2)CC2=NC3=C(N2CC=2OC=CN2)C=C(C=C3)C(=O)O)C=CC(=C1)F